3-(p-fluorophenylsulfamoyl)benzaldehyde FC1=CC=C(C=C1)NS(=O)(=O)C=1C=C(C=O)C=CC1